4-Bromo-6-fluoro-5-(methoxy-d3)naphthalen-2-yl trifluoromethanesulfonate FC(S(=O)(=O)OC1=CC2=CC=C(C(=C2C(=C1)Br)OC([2H])([2H])[2H])F)(F)F